N(=[N+]=[N-])CCOCCOCCN(C(OCC[Si](C)(C)C)=O)C trimethylsilylethyl N-[2-[2-(2-azidoethoxy)ethoxy]ethyl]-N-methyl-carbamate